FC1=CC=C2C(CCOC2=C1)C1=C(C(=O)O)C=CC(=C1)C(F)(F)F 2-(7-fluoro-chroman-4-yl)-4-(trifluoromethyl)benzoic acid